3-methyl-6-(1-methyl-ethyl)-3,9-decadiene-1-ol CC(CCO)=CCC(CCC=C)C(C)C